1-[5-[2-Hydroxy-6-methyl-4-(trifluoromethyl)phenyl]oxazolo[4,5-b]pyridin-2-yl]piperidin-3-ol OC1=C(C(=CC(=C1)C(F)(F)F)C)C1=CC=C2C(=N1)N=C(O2)N2CC(CCC2)O